N[C@H]1[C@H](OCC=C)O[C@H]([C@@H]([C@@H]1OCC1=CC=CC=C1)OCC1=CC2=CC=CC=C2C=C1)CO[Si](C1=CC=CC=C1)(C1=CC=CC=C1)C(C)(C)C Allyl 2-amino-3-O-benzyl-6-O-tert-butyldiphenylsilyl-2-deoxy-4-O-(2-naphthylmethyl)-α-L-altropyranoside